(S)-8-ethyl-N-(1-(5-(7-fluoro-2-methylquinolin-6-yl)oxazol-2-yl)-7-oxononyl)-1-oxa-2,8-diazaspiro[4.5]dec-2-ene-3-carboxamide C(C)N1CCC2(CC(=NO2)C(=O)N[C@@H](CCCCCC(CC)=O)C=2OC(=CN2)C=2C=C3C=CC(=NC3=CC2F)C)CC1